ClC=1C=NC(=NC1)OC1=C(C=C(C=C1)NC(=O)NC(=O)C1C(C1)OC)C N-((4-((5-chloropyrimidin-2-yl)oxy)-3-methylphenyl)carbamoyl)-2-methoxycyclopropane-1-carboxamide